tert-butyl (3S)-3-[(1R)-1-hydroxy-2-[[4-[[1-(4-pyridylmethyl)-4-piperidyl]oxy]benzoyl]amino]ethyl]-7-(methoxymethoxy)-3,4-dihydro-1H-isoquinoline-2-carboxylate O[C@H](CNC(C1=CC=C(C=C1)OC1CCN(CC1)CC1=CC=NC=C1)=O)[C@H]1N(CC2=CC(=CC=C2C1)OCOC)C(=O)OC(C)(C)C